C1(=CC=CC=C1)C1=C(C=CC=C1)S(=O)(=O)N PHENYLBENZENESULFONAMIDE